2-chloro-4-(((1R,2S)-1-(5-(4-formylphenyl)-1,3,4-oxadiazol-2-yl)-2-hydroxypropyl)amino)benzonitrile ClC1=C(C#N)C=CC(=C1)N[C@H]([C@H](C)O)C=1OC(=NN1)C1=CC=C(C=C1)C=O